(2R)-1-[(4aR,8aS)-3,4,4a,5,6,7,8,8a-Octahydro-2H-quinolin-1-yl]-4-[tert-butyl(diphenyl)silyl]oxy-2-[(2,4-dimethoxyphenyl)methylamino]butan-1-one N1(CCC[C@H]2CCCC[C@H]12)C([C@@H](CCO[Si](C1=CC=CC=C1)(C1=CC=CC=C1)C(C)(C)C)NCC1=C(C=C(C=C1)OC)OC)=O